2-methyl-3-(4H-1,2,4-triazol-4-yl)benzoic acid CC1=C(C(=O)O)C=CC=C1N1C=NN=C1